(E)-N-(4-(N-(4-bromobenzyl)-N-(4-fluorobenzyl)sulfamoyl)phenyl)-3-(pyridin-4-yl)acrylamide BrC1=CC=C(CN(S(=O)(=O)C2=CC=C(C=C2)NC(\C=C\C2=CC=NC=C2)=O)CC2=CC=C(C=C2)F)C=C1